NC1=CC=C(C(=N1)Cl)C#N 6-Amino-2-chloro-3-cyanopyridine